ClC1=C(C=CC=C1OC)C(=O)N1C[C@H]2N(CC1)C[C@](CC2)(OC)C2=CC=C(C=C2)Cl |r| (2-chloro-3-methoxyphenyl)-[rac-(7R,9aS)-7-(4-chlorophenyl)-7-methoxy-3,4,6,8,9,9a-hexahydro-1H-pyrido[1,2-a]pyrazin-2-yl]methanone